5-(2,4-Diamino-pyrimidin-5-yloxy)-4-isopropyl-2-methoxy-benzamide NC1=NC=C(C(=N1)N)OC=1C(=CC(=C(C(=O)N)C1)OC)C(C)C